ClC1=C(C=CC(=C1)S(=O)(=O)C)C=1N=CC(=NC1)C1CN(C1)C(=O)N1C[C@H](CC1)C(=O)N (3S)-1-[3-[5-(2-Chloro-4-methylsulfonyl-phenyl)pyrazin-2-yl]azetidine-1-carbonyl]pyrrolidine-3-carboxamide